5-butyl-3-chloro-2-(4-methoxyphenyl)pyrazine C(CCC)C=1N=C(C(=NC1)C1=CC=C(C=C1)OC)Cl